ethylenebis[3-(5-t-butyl-4-hydroxy-m-tolyl) propionate] C(CC(C(=O)[O-])CC=1C=C(C=C(C1O)C(C)(C)C)C)C(C(=O)[O-])CC=1C=C(C=C(C1O)C(C)(C)C)C